(S)-2-amino-N-(1,3-bis(3,5-difluorophenyl)-2-methylpropan-2-yl)propanamide hydrochloride Cl.N[C@H](C(=O)NC(CC1=CC(=CC(=C1)F)F)(CC1=CC(=CC(=C1)F)F)C)C